3-chloro-N-methyl-N-[(1S)-1-[2-(1-methyl-6-oxo-4,5-dihydropyridazin-3-yl)-1,2,4-triazol-3-yl]ethyl]-5-(trifluoromethyl)benzamide ClC=1C=C(C(=O)N([C@@H](C)C=2N(N=CN2)C2=NN(C(CC2)=O)C)C)C=C(C1)C(F)(F)F